COC=1C=CC(=C(C1)/C=C/C(=O)OC)C Methyl (E)-3-(5-methoxy-2-methylphenyl)acrylate